(1,4-oxaazepan-2-yl)methanol O1C(CNCCC1)CO